N-(1-(5-(3-cyano-6-(2-hydroxy-2-methylpropoxy)pyrazolo[1,5-a]pyridin-4-yl)pyridin-2-yl)-4-methylpiperidin-4-yl)-2-fluoro-5-methylbenzamide C(#N)C=1C=NN2C1C(=CC(=C2)OCC(C)(C)O)C=2C=CC(=NC2)N2CCC(CC2)(C)NC(C2=C(C=CC(=C2)C)F)=O